1,2-Bis(di-tert-butylphosphinomethyl)benzen C(C)(C)(C)P(C(C)(C)C)CC1=C(C=CC=C1)CP(C(C)(C)C)C(C)(C)C